ClC1=NC(=NC(=C1)Cl)C1=NC=CN=C1 4,6-dichloro-2-(pyrazin-2-yl)pyrimidine